2-{[4-[4-(2-Methoxy-phenyl)-piperidin-1-yl]-2-(1-methyl-cyclobutyl)-quinazolin-6-yl]-methyl-amino}-ethanol COC1=C(C=CC=C1)C1CCN(CC1)C1=NC(=NC2=CC=C(C=C12)N(CCO)C)C1(CCC1)C